4-(1,3,4-thiadiazol-2-yl)piperazine-1-carboxylic acid tert-butyl ester 4-(1,3,4-thiadiazol-2-yl)piperazine-1-carboxylate S1C(=NN=C1)N1CCN(CC1)C(=O)O.C(C)(C)(C)OC(=O)N1CCN(CC1)C=1SC=NN1